tert-butyl 2-{4-[(3-nitro-6-phenylpyridin-2-yl)amino]phenyl}acetate [N+](=O)([O-])C=1C(=NC(=CC1)C1=CC=CC=C1)NC1=CC=C(C=C1)CC(=O)OC(C)(C)C